ClC1=CC(=C2C=NNC2=C1)C=1N=NNC1 4-(6-chloro-1H-indazol-4-yl)-1H-1,2,3-triazol